N1=C(C=CC=C1)C#N picolinonitril